FCC(CF)N1N=NC2=C1C=C(C=C2)C=2C(=CN1N=C(N=C(C12)OC)N[C@H]1[C@H](CN(CC1)C)F)F 5-(1-(1,3-difluoropropan-2-yl)-1H-benzo[d][1,2,3]triazol-6-yl)-6-fluoro-N-((3S,4R)-3-fluoro-1-methylpiperidin-4-yl)-4-methoxypyrrolo[2,1-f][1,2,4]triazin-2-amine